L-prolyl-L-α-glutamyl-L-histidine N1[C@@H](CCC1)C(=O)N[C@@H](CCC(O)=O)C(=O)N[C@@H](CC1=CNC=N1)C(=O)O